FC=1C=C(C=CC1)CN1N2C(C(CC1=O)=O)(CCCC2)C 1-[(3-Fluorophenyl)methyl]-4a-methyl-5,6,7,8-tetrahydropyrido[1,2-b]pyridazine-2,4-dione